2-({6-[(1,3-Benzothiazol-2-yl)amino]-5-methylpyridazin-3-yl}(methyl)amino)-5-(3-hydroxyazetidin-1-yl)-1,3-thiazole-4-carboxylic acid S1C(=NC2=C1C=CC=C2)NC2=C(C=C(N=N2)N(C=2SC(=C(N2)C(=O)O)N2CC(C2)O)C)C